biphenyl-3,3'-diol C1(=CC(=CC=C1)O)C1=CC(=CC=C1)O